2-chloro-4-(1-methyl-5-(1-(prop-2-yn-1-yl)-3-(trifluoromethyl)-1H-pyrazol-4-yl)-1H-imidazole-2-carboxamido)benzoic acid ClC1=C(C(=O)O)C=CC(=C1)NC(=O)C=1N(C(=CN1)C=1C(=NN(C1)CC#C)C(F)(F)F)C